8-((2-(tert-butoxy)-2-oxoethyl)(8-(non-2-yloxy)-8-oxooctyl)amino)octanoic acid heptadec-9-yl ester CCCCCCCCC(CCCCCCCC)OC(CCCCCCCN(CCCCCCCC(=O)OC(C)CCCCCCC)CC(=O)OC(C)(C)C)=O